2-fluoro-3-[[7-[(3-fluoro-2-pyridyl)oxy]-4-methyl-2-oxo-chromen-3-yl]methyl]-N-(3-methoxypropyl)benzenesulfonamide FC1=C(C=CC=C1CC=1C(OC2=CC(=CC=C2C1C)OC1=NC=CC=C1F)=O)S(=O)(=O)NCCCOC